ClC1=C2C=CNC2=CC(=C1)NC(NC(C(C)C)C1=CC=NC=C1)=O 3-(4-chloro-1H-indol-6-yl)-1-[2-methyl-1-(pyridin-4-yl)propyl]urea